(S,Z)-5-(2-fluoro-6-hydroxy-3-((5-methylpyrrolidin-3-ylidene)methyl)phenyl)-1,2,5-thiadiazolidin-3-one 1,1-dioxide FC1=C(C(=CC=C1\C=C\1/CN[C@H](C1)C)O)N1CC(NS1(=O)=O)=O